BrC1=CC(=C(C(=O)[O-])C=C1)O 4-bromo-2-hydroxybenzoate